FC1=C2C(=CN=CC2=CC=C1)N1C(NC2=C(C1=O)CC(C2)CC(F)(F)F)=O 3-(5-fluoroisoquinolin-4-yl)-6-(2,2,2-trifluoroethyl)-1,5,6,7-tetrahydro-2H-cyclopenta[d]pyrimidine-2,4(3H)-dione